N-(2-(2,6-dioxopiperidin-3-yl)-1-oxoisoindolin-5-yl)-3-(trifluoromethoxy)benzenesulfonamide O=C1NC(CCC1N1C(C2=CC=C(C=C2C1)NS(=O)(=O)C1=CC(=CC=C1)OC(F)(F)F)=O)=O